2-(2-chloro-4-(2-((5-(difluoro-methoxy)thiazolo-[5,4-b]pyridin-2-yl)amino)-2-oxoethyl)phenoxy)-nicotinamide ClC1=C(OC2=C(C(=O)N)C=CC=N2)C=CC(=C1)CC(=O)NC=1SC2=NC(=CC=C2N1)OC(F)F